C(#N)C(CNC1=C2C=CN(C2=CC=C1)C1=CC(=NC=C1)NC(=O)C1CC1)CC1=CC=CC=C1 N-(4-(4-(2-cyano-3-phenylpropylamino)-1H-indol-1-yl)pyridin-2-yl)cyclopropanecarboxamide